1-tert-butyl-3-vinylimidazolium acrylate C(C=C)(=O)[O-].C(C)(C)(C)N1C=[N+](C=C1)C=C